C(#N)C1=CC(=C(C=C1F)NC(=O)[C@@H]1CN([C@H](O1)C(F)(F)F)C1=CC(=C(C=C1)C#N)C(F)(F)F)F (2R,5S)-N-(4-Cyano-2,5-difluorophenyl)-3-(4-cyano-3-(trifluoromethyl)phenyl)-2-(trifluoromethyl)oxazolidin-5-carboxamid